BrC=1C=C(C(N(C1)CC1=CC(=CC=C1)F)=O)C(=O)NC 5-bromo-1-(3-fluorobenzyl)-N-methyl-2-oxo-1,2-dihydropyridine-3-carboxamide